fluorenylmethoxycarbonyl-L-lysine hydrochloride Cl.C1(=CC=CC=2C3=CC=CC=C3CC12)COC(=O)N[C@@H](CCCCN)C(=O)O